CN1N=NC(=C1CO)C1=NC(=C(C=C1)[N+](=O)[O-])C (1-methyl-4-(6-methyl-5-nitropyridin-2-yl)-1H-1,2,3-triazol-5-yl)methanol